NC1=CC=C(C=C1)B(O)O parA-Aminophenylboronic acid